N4-(2-ethoxy-5-methyl-4-(4-(4-methylpiperazin-1-yl)piperidin-1-yl)phenyl)-N6-(2-(2-fluorophenyl)pyridin-4-yl)pyrimidine-4,6-diamine C(C)OC1=C(C=C(C(=C1)N1CCC(CC1)N1CCN(CC1)C)C)NC1=NC=NC(=C1)NC1=CC(=NC=C1)C1=C(C=CC=C1)F